OC1(NC(C2=CC=CC=C12)=O)C1=CC=C(C=C1)[Si](C)(C)C 3-hydroxy-3-(4-(trimethylsilyl)phenyl)isoindolin-1-one